n-butyl (2-ethylhexyl) ether C(C)C(COCCCC)CCCC